C(C1=CC=CC=C1)N1C[C@@]2([C@@H]([C@H]([C@H]([C@H](O2)CO)O)N2N=NC(=C2)C2=CC(=C(C(=C2)F)F)F)O)CCC1 (2r,3r,4s,5r,6r)-8-benzyl-2-(hydroxymethyl)-4-(4-(3,4,5-trifluorophenyl)-1H-1,2,3-triazol-1-yl)-1-oxa-8-azaspiro[5.5]undecane-3,5-diol